Methyl (R)-10-((8-butoxy-8-oxooctyl)oxy)-6-(tert-butyl)-2-oxo-6,7-dihydro-2H-pyrido[2',1':3,4]pyrazino[1,2-b]indazole-3-carboxylate C(CCC)OC(CCCCCCCOC1=CC=CC2=C3N(N=C12)C[C@H](N1C3=CC(C(=C1)C(=O)OC)=O)C(C)(C)C)=O